NOC1CN(C1)C(=O)C1=C(C(=C(C=C1)O)O)Cl (3-(aminooxy)azetidin-1-yl)(2-chloro-3,4-dihydroxyphenyl)methanone